p-hydroxyxylene tert-butyl-hexahydropyrrolo[3,2-b]pyrrole-1(2H)-carboxylate C(C)(C)(C)OC(=O)N1C2C(CC1)NCC2.OC=2C=C(C(=CC2)C)C